5-(difluoromethoxy)-2-fluoro-N-[1-(2-hydroxy-2-methylpropyl)-3-(2-isopropylphenyl)-6-oxo-1,6-dihydro-4-pyridazinyl]benzamide FC(OC=1C=CC(=C(C(=O)NC=2C(=NN(C(C2)=O)CC(C)(C)O)C2=C(C=CC=C2)C(C)C)C1)F)F